2-[(1E)-5,7-difluoro-2-methyl-1-({4-[4-fluorophenoxy]phenyl}methylene)-1H-inden-3-yl]acetic acid FC=1C=C2C(=C(\C(\C2=C(C1)F)=C/C1=CC=C(C=C1)OC1=CC=C(C=C1)F)C)CC(=O)O